4-chloro-1-(3-(pyridin-3-yl)benzyl)-1H-imidazo[4,5-c]quinolin-2(3H)-one ClC1=NC=2C=CC=CC2C2=C1NC(N2CC2=CC(=CC=C2)C=2C=NC=CC2)=O